(benzylmethylamino)-2-pyridin-2-yl-4,5,6,7-tetrahydro-2H-indazol-3-ol C(C1=CC=CC=C1)N(C)C1C2=C(N(N=C2CCC1)C1=NC=CC=C1)O